(E)-1-(2-hydroxy-4,6-dimethoxyphenyl)-3-(4-hydroxyphenyl)prop-2-en-1-one OC1=C(C(=CC(=C1)OC)OC)C(\C=C\C1=CC=C(C=C1)O)=O